4,4'-carbonyldibenzoic acid C(=O)(C1=CC=C(C(=O)O)C=C1)C1=CC=C(C(=O)O)C=C1